N1(C(CCCC1)=O)C1CCNCC1 [1,4'-bipiperidin]-2-one